C1(=CC=CC=C1)C1=NC2=C3N=C(C=CC3=CC=C2C=C1)Br 2-phenyl-9-bromo-1,10-phenanthroline